COC1=CC(=C(C=C1NC1=NC=NC(=C1)N1OCC[C@@H]1C1=CC(=CC=C1)C(F)(F)F)NC(C=C)=O)N1CCOCC1 (R)-N-(4-methoxy-2-morpholino-5-((6-(3-(3-(trifluoromethyl)phenyl)isoxazolidin-2-yl)pyrimidin-4-yl)amino)phenyl)acrylamide